5-fluoro-4-(trifluoromethyl)benzoic acid ethyl ester C(C)OC(C1=CC=C(C(=C1)F)C(F)(F)F)=O